C(C1=CC=CC=C1)(=O)OCCN1C=CC(=CC1=O)OS(=O)(=O)C(F)(F)F 1-(2-(benzoyloxy)ethyl)-6-oxo-4-(((trifluoromethyl)sulfonyl)oxy)-1,6-dihydropyridine